C(C)OC(=O)C=1N(C=CC1)NCC1=C(C=CC=C1)C1N(CCC(C1)C(F)(F)F)S(=O)(=O)C1=CC=C(C)C=C1 ((2-(1-p-toluenesulfonyl-4-(trifluoromethyl)piperidin-2-yl)benzyl)amino)-1H-pyrrole-2-carboxylic acid ethyl ester